titanium tetrakis(pentane-2,4-dione) CC(CC(C)=O)=O.CC(CC(C)=O)=O.CC(CC(C)=O)=O.CC(CC(C)=O)=O.[Ti]